5-(5-bromothiophen-2-yl)-2-methyl-1,2,6-thiadiazinane-3-carboxylic Acid 1,1-dioxide BrC1=CC=C(S1)C1CC(N(S(N1)(=O)=O)C)C(=O)O